2-(2,6-dioxopiperidin-3-yl)-5-(4-(2-(1-(5-((1E,3E)-4-(6-methoxybenzo[d]thiazol-2-yl)buta-1,3-dien-1-yl)pyridin-2-yl)piperidin-4-yl)ethyl)piperazin-1-yl)isoindoline-1,3-dione O=C1NC(CCC1N1C(C2=CC=C(C=C2C1=O)N1CCN(CC1)CCC1CCN(CC1)C1=NC=C(C=C1)\C=C\C=C\C=1SC2=C(N1)C=CC(=C2)OC)=O)=O